5-(6-fluoro-9H-pyrido[3,4-b]indol-1-yl)thiazole FC=1C=C2C3=C(NC2=CC1)C(=NC=C3)C3=CN=CS3